(S)-3-(3-((2-ethylpyrimidin-5-yl)amino)-4-((S)-1-morpholinopropyl)phenyl)-4-methoxybutanoic acid C(C)C1=NC=C(C=N1)NC=1C=C(C=CC1[C@H](CC)N1CCOCC1)[C@H](CC(=O)O)COC